Tert-butyl (3aS,7aS)-7a-fluoro-1-oxooctahydro-5H-pyrrolo[3,4-c]pyridine-5-carboxylate F[C@]12[C@H](CN(CC1)C(=O)OC(C)(C)C)CNC2=O